METHYL ((3-FORMYL-4-OXO-4H-PYRIDO(1,2-A)PYRIMIDIN-2-YL)THIO)ACETATE C(=O)C1=C(N=C2N(C1=O)C=CC=C2)SCC(=O)OC